ClC1=CC=C(C=C1)NC(=O)C=1C2=C(SC1NC(=O)C1CC(NCC1)=O)CCC2 N-[3-[(4-chlorophenyl)carbamoyl]-5,6-dihydro-4H-cyclopenta[b]thiophen-2-yl]-2-oxo-piperidine-4-carboxamide